FC=1C=C2CCCC(C2=CC1)O 6-fluoro-1,2,3,4-tetrahydronaphthalen-1-ol